tetraglycidylbis-(p-aminophenyl)-methane C(C1CO1)C1=C(C(=C(C(=C1CC1=CC=C(C=C1)N)CC1CO1)CC1CO1)N)CC1CO1